NCCCNC=1C2=C(N=C(N1)OC[C@]13CCCN3C[C@@H](C1)F)C(=C(N=C2OC(C)C)C2=CC(=CC1=CC=C(C(=C21)C#C)F)O)F 4-(4-((3-aminopropyl)amino)-8-fluoro-2-(((2R,7aS)-2-fluorotetrahydro-1H-pyrrolizin-7a(5H)-yl)methoxy)-5-isopropoxypyrido[4,3-d]pyrimidin-7-yl)-5-ethynyl-6-fluoronaphthalen-2-ol